S(=O)(=O)(O)O.C(C)(CCCCCCCCCC)OC(C)CCCCCCCCCC Secondary dodecyl Ether sulfate